NC=1C2=C(N=CN1)N(C=C2C=2SC=C(N2)CC2=CC=CC=C2)[C@H]2[C@@H]([C@@H]([C@H](C2)[C@@H]2CNCC2)O)O (1R,2S,3R,5R)-3-[4-Amino-5-(4-benzyl-1,3-thiazol-2-yl)pyrrolo[2,3-d]pyrimidin-7-yl]-5-[(3R)-pyrrolidin-3-yl]cyclopentane-1,2-diol